(2-allyl-4-(trifluoromethoxy)phenyl)-3-(2-allyl-6-methoxypyridin-3-yl)-6-(trifluoromethyl)-2,3-dihydropyrido[2,3-d]pyrimidin-4(1H)-one C(C=C)C1=C(C=CC(=C1)OC(F)(F)F)N1CN(C(C2=C1N=CC(=C2)C(F)(F)F)=O)C=2C(=NC(=CC2)OC)CC=C